2,3-bis(2-pyridinyl)benzoquinoxaline N1=C(C=CC=C1)C1=NC2=C3C(=CC=C2N=C1C1=NC=CC=C1)C=CC=C3